FC1=C(C(=O)O)C=C(C(=C1F)F)F L-2,3,4,5-tetrafluorobenzoic acid